C=CCCCCCCCCCCCCCCCCC[N-]CCCCCCCCCCCCCCCCCC methylenebis-stearyl-amide